O1C(=NC=C1)C1=NC=CC(=C1)C1=NN=C(O1)NC=1C=C2C=NN(C2=CC1)C1OCCCC1 5-(2-(oxazol-2-yl)pyridin-4-yl)-N-(1-(tetrahydro-2H-pyran-2-yl)-1H-indazol-5-yl)-1,3,4-oxadiazol-2-amine